C(CCC)C1=CC=C(NC2=CC=C(C=3C(C4=C(C=CC(=C4C(C23)=O)O)O)=O)NC2=CC=C(C=C2)CCCC)C=C1 1,4-bis(4-butylanilino)-5,8-dihydroxyanthraquinone